O[C@H](CCC)C1=CC(=C(C=N1)C1=NC=C2C=C(N=CC2=C1)NC([C@@H](C)OC)=O)C (R)-N-(7-(6-((R)-1-hydroxybutyl)-4-methylpyridin-3-yl)-2,6-naphthyridin-3-yl)-2-methoxypropanamide